4-(4-(4-chloro-2-fluorophenyl)-6,7-dimethylpteridin-2-yl)-2-(1-cyclopropyl-1H-pyrazol-4-yl)-6-methylmorpholine ClC1=CC(=C(C=C1)C1=NC(=NC2=NC(=C(N=C12)C)C)N1CC(OC(C1)C)C=1C=NN(C1)C1CC1)F